2-{3-[1-(propan-2-yl)-1H-1,2,3-benzotriazol-5-yl]-1,2,4-oxadiazol-5-yl}pyridin-3-ol CC(C)N1N=NC2=C1C=CC(=C2)C2=NOC(=N2)C2=NC=CC=C2O